N-(2-cyanoallyl)-2-cyclopentyl-4-phenoxypyrimidine-5-carboxamide C(#N)C(CNC(=O)C=1C(=NC(=NC1)C1CCCC1)OC1=CC=CC=C1)=C